4-(2-Ethylindan-2-yl)-N,N-dimethyl-2H-1,2,3-triazole-2-carboxamide C(C)C1(CC2=CC=CC=C2C1)C1=NN(N=C1)C(=O)N(C)C